(6-chloro-5-(trifluoromethyl)pyridin-3-yl)boronic acid ClC1=C(C=C(C=N1)B(O)O)C(F)(F)F